2-(5-(2,6-dimethylpyridin-4-yl)-4-isopropyl-1H-pyrazol-3-yl)-5-(piperidin-4-yl)thiazole CC1=NC(=CC(=C1)C1=C(C(=NN1)C=1SC(=CN1)C1CCNCC1)C(C)C)C